6-(isoindolin-2-ylmethyl)-2-(1-(methylsulfonyl)piperidin-4-yl)quinoline-8-carbonitrile C1N(CC2=CC=CC=C12)CC=1C=C2C=CC(=NC2=C(C1)C#N)C1CCN(CC1)S(=O)(=O)C